C(C1=CC(C(=O)Cl)=CC(C(=O)Cl)=C1)(=O)Cl trimesic acid trichloride